CC(CC=1C=2[C@@](C3=C(NC2N=CC1)CC(CC3=O)(C)C)(C3=CC=CC=C3)C)(C)C (5S)-4-(2,2-dimethylpropyl)-5,8,8-trimethyl-5-phenyl-9,10-dihydro-7H-benzo[b][1,8]naphthyridin-6-one